ClC1=C(C(=NC=C1)N1CC=2N(C=3CCCCC3C2)CC1)CO 2-(4-Chloro-3-(hydroxymethyl)pyridin-2-yl)-3,4,6,7,8,9-hexahydropyrazino[1,2-a]indol